(6-amino-5-fluoro-4-morpholinopyridin-3-yl)-6-(trifluoromethyl)pyridineamide NC1=C(C(=C(C=N1)C=1C(=NC(=CC1)C(F)(F)F)C(=O)N)N1CCOCC1)F